Cl.ClC1=CC=C(C=N1)N1N=CC=C1C(=O)O 2-(6-Chloro-pyridin-3-yl)-2H-pyrazole-3-carboxylic Acid Hydrochloride Salt